Benzyl N-[[(2S,6R)-6-[(1R,2R,3S,4R,6S)-4,6-diazido-2,3-dihydroxy-cyclohexoxy]tetrahydropyran-2-yl]methyl]carbamate N(=[N+]=[N-])[C@H]1[C@@H]([C@H]([C@@H]([C@H](C1)N=[N+]=[N-])O[C@@H]1CCC[C@H](O1)CNC(OCC1=CC=CC=C1)=O)O)O